zinc-aluminum-tin-lanthanum [La].[Sn].[Al].[Zn]